C(C)(C)(C)OC(N(C)C1=NC=C(C=C1)\C=C\C1=CC=C(C=C1)O)=O (E)-(5-(4-Hydroxystyryl)pyridin-2-yl)(methyl)carbamic acid tert-butyl ester